ClC1=NC=C(C(=C1)C1=C(C=NC(=C1)C)C(=O)NC=1SC2=C(N1)CN(C2)C(=O)C2CC(C2)(CO)F)OC 2'-chloro-N-(5-((1r,3r)-3-fluoro-3-(hydroxymethyl)cyclobutane-1-carbonyl)-5,6-dihydro-4H-pyrrolo[3,4-d]thiazol-2-yl)-5'-methoxy-6-methyl-[4,4'-bipyridine]-3-carboxamide